CN1C=NC(=C1)C(=O)[O-] 1-methyl-1H-imidazole-4-carboxylate